(rac)-4-aminopentanoic acid N[C@@H](CCC(=O)O)C |r|